NCCOCCOCCOCCOCCOCCOCCOCCOCCOCCOCCOCCOCCC(=O)N[C@H](CNCCCC[C@@H](C(=O)O)NC(=O)OCC1C2=CC=CC=C2C=2C=CC=CC12)CCCCNC(CCOCCOCCOCCOCCOCCOCCOCCOCCOCCOCCOCCOCCN)=O (2S)-6-{[(2S)-2,6-bis(1-amino-3,6,9,12,15,18,21,24,27,30,33,36-dodecaoxanonatriacontan-39-amido)hexyl]amino}-2-({[(9H-fluoren-9-yl)methoxy]carbonyl}amino)hexanoic acid